C(C)(C)(C)N(C(O)=O)[C@H]1CN(C[C@@H](C1)F)C(=O)C=1C=C(C2=C(SC(=C2C)C=2N(C3=CC(=CC=C3C2)Br)CC2CC2)C1)OC.CCC(C)(C)[O-].[Na+] Natrium tert-amylat tert-Butyl-((3R,5R)-1-(2-(6-bromo-1-(cyclopropylmethyl)-1H-indol-2-yl)-4-methoxy-3-methylbenzo[b]thiophene-6-carbonyl)-5-fluoropiperidin-3-yl)carbamate